[N+](=O)([O-])C1=CC=C(C=C1)CC(=O)NCCC(=O)O 3-(2-(4-nitrophenyl)acetamido)propionic acid